BrC=1C=NC=NC1C1CC1 5-bromo-6-cyclopropylpyrimidin